(1H-pyrrol-2-yl)(3,4,5-trimethoxyphenyl)methanone N1C(=CC=C1)C(=O)C1=CC(=C(C(=C1)OC)OC)OC